3-((Tert-Butyldimethylsilyl)oxy)-8-(2-(4-methylpiperazin-1-yl)ethoxy)-6H-benzo[c]chromen-6-one [Si](C)(C)(C(C)(C)C)OC1=CC=C2C3=C(C(OC2=C1)=O)C=C(C=C3)OCCN3CCN(CC3)C